6-(7-(1-methyl-1H-pyrazol-4-yl)imidazo[1,2-a]pyridin-3-yl)-N-(4-(trifluoromethoxy)phenyl)pyridin-2-amine CN1N=CC(=C1)C1=CC=2N(C=C1)C(=CN2)C2=CC=CC(=N2)NC2=CC=C(C=C2)OC(F)(F)F